trihexyl-tetradecyl-phosphonium hexafluorophosphate F[P-](F)(F)(F)(F)F.C(CCCCC)[P+](CCCCCCCCCCCCCC)(CCCCCC)CCCCCC